(S)-3-(4-methylpiperidin-4-yl)-5-(piperidin-1-ylmethyl)-5,6-dihydro-1,4,2-dioxazine CC1(CCNCC1)C1=NOC[C@@H](O1)CN1CCCCC1